(2'S,3R,6'S)-1-[(4-methoxyphenyl)methyl]-2'-methyl-6'-(1-methyltriazol-4-yl)spiro[indoline-3,4'-piperidine]-2-one COC1=CC=C(C=C1)CN1C([C@@]2(C[C@@H](N[C@@H](C2)C=2N=NN(C2)C)C)C2=CC=CC=C12)=O